ClC1=CC=C(O[C@H](C(C(C)(C)C)=O)N2N=CN=C2)C=C1 |r| (RS)-1-(4-chlorophenoxy)-1-(1H-1,2,4-triazol-1-yl)-3,3-dimethyl-butan-2-one